C(#N)C=1C=C(C=C(C1)F)[C@@H]1CC=NN1C(=O)N1CCN(CC1)C1=NC=C(C(=N1)N1C(=NC=C1C#N)C)F 1-(2-(4-((S)-5-(3-cyano-5-fluorophenyl)-4,5-dihydro-1H-pyrazole-1-carbonyl)piperazin-1-yl)-5-fluoropyrimidin-4-yl)-2-methyl-1H-imidazole-5-carbonitrile